(2,6-Dioxopiperidin-3-yl)-5-((6-(4-(4-(8-(1-methylpiperidin-4-yl)quinoxalin-2-yl)-1H-pyrazol-1-yl)piperidin-1-yl)-6-oxohexyl)amino)isoindoline-1,3-dione O=C1NC(CCC1N1C(C2=CC=C(C=C2C1=O)NCCCCCC(=O)N1CCC(CC1)N1N=CC(=C1)C1=NC2=C(C=CC=C2N=C1)C1CCN(CC1)C)=O)=O